N-(9-octadecenoyl)serine C(CCCCCCCC=CCCCCCCCC)(=O)N[C@@H](CO)C(=O)O